trans-tert-butyl (3-(4-amino-3-fluorophenyl)-7-(4-((tert-butoxy-carbonyl)amino)cyclohexyl)-1-isopropyl-1H-pyrazolo[4,3-c]pyridin-4-yl)(tert-butoxycarbonyl)carbamate NC1=C(C=C(C=C1)C1=NN(C2=C1C(=NC=C2[C@@H]2CC[C@H](CC2)NC(=O)OC(C)(C)C)N(C(OC(C)(C)C)=O)C(=O)OC(C)(C)C)C(C)C)F